[2-(1,1-difluoroethyl)pyridin-4-yl]methylamine FC(C)(F)C1=NC=CC(=C1)CN